N-methyl-6-(1-methyl-1H-imidazol-4-yl)-2-oxo-1-(4-(Pentafluoro-λ6-sulfanyl)benzyl)-1,2-dihydropyridine-4-sulfonamide CNS(=O)(=O)C1=CC(N(C(=C1)C=1N=CN(C1)C)CC1=CC=C(C=C1)S(F)(F)(F)(F)F)=O